BrC1=CC=C(C=C1)C(C=1C(=NN(C1O)C=1SC=C(N1)C1=CC(=CC=C1)F)C)C=1C(=NN(C1O)C=1SC=C(N1)C1=CC(=CC=C1)F)C 4,4'-(4-bromophenyl)methylenebis(1-(4-(3-fluorophenyl)thiazol-2-yl)-3-methyl-1H-pyrazol-5-ol)